(3-Chloro-6-methoxypyridin-2-yl)(3-{[2-(4-isopropylphenyl)imidazo[1,2-a]pyrimidin-3-yl]methyl}-3,8-diazabicyclo[3.2.1]oct-8-yl)methanone ClC=1C(=NC(=CC1)OC)C(=O)N1C2CN(CC1CC2)CC2=C(N=C1N2C=CC=N1)C1=CC=C(C=C1)C(C)C